C1(=CC=CC=C1)C1=C(C(=C(C=C1)C1=C(C=CC=2OC3=C(C21)C=CC=C3)C3=CC=CC=C3)C3=NN=NC=C3)C3=CC=CC=C3 diphenyltriazinyl-(phenyldibenzofuranyl)benzene